3-(5-(1-((2-chlorothiazol-5-yl)methyl)piperidin-4-yl)-1-oxoisoindolin-2-yl)piperidine-2,6-dione ClC=1SC(=CN1)CN1CCC(CC1)C=1C=C2CN(C(C2=CC1)=O)C1C(NC(CC1)=O)=O